ethyl-6-methyl-4-[(1-methylcyclopropyl)amino]furo[2,3-d]pyrimidine-5-carboxamide C(C)C=1N=C(C2=C(N1)OC(=C2C(=O)N)C)NC2(CC2)C